[Ru+2].CC1=C(C(=CC(=C1)C)C)N1C(N(CC1)C1=C(C=C(C=C1C)C)C)=C(C=C1C(=CC2=CC=CC=C12)C1=CC=CC=C1)P(C1=C(C(=CC=C1)Cl)Cl)CC [1,3-bis-(2,4,6-trimethylphenyl)-2-imidazolidinylidene]dichloro(phenylindenylidene)(diethylphenyl-phosphine) Ruthenium(II)